N-(5-Chloro-2-methyl-6-(2H-1,2,3-triazol-2-yl)pyridin-3-yl)-1-(2-oxo-1,2-di-hydrochinolin-4-yl)-5-(trifluoromethyl)-1H-pyrazol-4-carboxamid ClC=1C=C(C(=NC1N1N=CC=N1)C)NC(=O)C=1C=NN(C1C(F)(F)F)C1=CC(NC2=CC=CC=C12)=O